NC1=C(C=CC(=C1)C(=O)N1CCC(CC1)C1=CC=C(C=C1)OC=1N=NC(=CC1)C(F)(F)F)N1CCN(CC1)C(=O)OC(C)(C)C tert-butyl 4-(2-amino-4-(4-(4-((6-(trifluoromethyl)pyridazin-3-yl)oxy)phenyl)piperidine-1-carbonyl)phenyl)piperazine-1-carboxylate